(±)-4-(3-(2-((2R)-2-hydroxy-7-azabicyclo[2.2.1]heptan-7-yl)acetyl)-2-methyl-5-(2,2,2-trifluoroethyl)-1H-pyrrol-1-yl)benzonitrile O[C@H]1C2CCC(C1)N2CC(=O)C2=C(N(C(=C2)CC(F)(F)F)C2=CC=C(C#N)C=C2)C